methyl-4-amino-5-chloro-N-((3s,4r)-3-methoxypiperidin-4-yl)-2,3-dihydrobenzofuran-7-carboxamide CC1OC2=C(C1)C(=C(C=C2C(=O)N[C@H]2[C@H](CNCC2)OC)Cl)N